2-chloro-N-[4-methyl-3-(trifluoromethyl)phenyl]pyridine-3-carboxamide methyl-4-(3,4-dichloro-5-methyl-1H-pyrrole-2-carboxamido)-3-(4-phenylpiperazin-1-yl)benzoate COC(C1=CC(=C(C=C1)NC(=O)C=1NC(=C(C1Cl)Cl)C)N1CCN(CC1)C1=CC=CC=C1)=O.ClC1=NC=CC=C1C(=O)NC1=CC(=C(C=C1)C)C(F)(F)F